[N+](=[N-])=CC(CC[C@@H](C(=O)OC(C)C)NC([C@H](C(C)C)O)=O)=O isopropyl (S)-6-diazo-2-((S)-2-hydroxy-3-methylbutanamido)-5-oxohexanoate